p-dimethylaminobenzoate CN(C1=CC=C(C(=O)[O-])C=C1)C